C1(CCC1)C=1C(=NN(C1NC(CC(C)(C)C)=O)CCN(C)C)C1CC(C1)(F)F N-(4-cyclobutyl-3-(3,3-difluorocyclobutyl)-1-(2-(dimethylamino)ethyl)-1H-pyrazol-5-yl)-3,3-dimethylbutanamide